CC=1C(=C(C=C(C1)C(F)(F)F)O)C=1C=C2C(=NN1)N(N=C2)C2CN(CCC2)C 3-Methyl-2-[1-(1-methylpiperidin-3-yl)-1H-pyrazolo[3,4-c]pyridazin-5-yl]-5-(trifluoromethyl)phenol